benzo[7]annulene-3-carboxylic acid C=1C=C(CC=2C1C=CC=CC2)C(=O)O